N1=C(C=CC=C1)C(=O)NC1=C(C=CC(=C1)C(F)(F)F)N1CCC(CC1)C(=O)O 1-(2-(picolinamido)-4-(trifluoromethyl)phenyl)-piperidine-4-carboxylic acid